tert-butyl 4-{6-[butyl(methyl)amino]-2-chloropyrimidin-4-yl}piperazine-1-carboxylate C(CCC)N(C1=CC(=NC(=N1)Cl)N1CCN(CC1)C(=O)OC(C)(C)C)C